isotridecyl benzenesulfonate C1(=CC=CC=C1)S(=O)(=O)OCCCCCCCCCCC(C)C